C(C)(C)(C)OC(=O)N1[C@](CCC1)([C@@H]([C@H](C(=O)N1C(O[C@H]([C@H]1C)C1=CC=CC=C1)=O)C)O)C(C)(C)C (S)-tert-butyl-2-((1R,2R)-1-hydroxy-2-methyl-3-((4R,5S)-4-methyl-2-oxo-5-phenyloxazolidin-3-yl)-3-oxopropyl)pyrrolidine-1-carboxylic acid tert-butyl ester